tert-Butyl (2-methyl-1-(4-methyl-3-((1-(naphthalen-1-yl)cyclopropyl)carbamoyl) phenoxy)propan-2-yl)carbamate CC(COC1=CC(=C(C=C1)C)C(NC1(CC1)C1=CC=CC2=CC=CC=C12)=O)(C)NC(OC(C)(C)C)=O